6-cyclobutoxy-4-(3-(4-(5-(difluoromethyl)pyrimidin-2-yl)piperazine-1-carbonyl)-4-fluorobenzyl)phthalazin-1(2H)-one C1(CCC1)OC=1C=C2C(=NNC(C2=CC1)=O)CC1=CC(=C(C=C1)F)C(=O)N1CCN(CC1)C1=NC=C(C=N1)C(F)F